3-acetoxy-2-hydroxypropyl methacrylate (3-chloro-2-hydroxypropyl methacrylate) ClCC(CC=C(C(=O)O)C)O.C(C(=C)C)(=O)OCC(COC(C)=O)O